NC1=C2C(=NC=N1)N(N=C2C2=CC=C(C=C2)CNC(C2=C(C=CC(=C2)F)OC)=O)C(CN(C(=O)N2N=CN=C2)C)CC2CCC2 N-(2-(4-amino-3-(4-((5-fluoro-2-methoxybenzamido)methyl)phenyl)-1H-pyrazolo[3,4-d]pyrimidin-1-yl)-3-cyclobutylpropyl)-N-methyl-1H-1,2,4-triazole-1-carboxamide